C(C1=CC=CC=C1)OC=1C=C(C=C2C=C(C(N(C12)C)=O)O)[N+](=O)[O-] 8-Benzyloxy-3-hydroxy-1-methyl-6-nitroquinolin-2-one